dibutyltin di-laurate C(CCCCCCCCCCC)(=O)[O-].C(CCCCCCCCCCC)(=O)[O-].C(CCC)[Sn+2]CCCC